2,3-Difluoro-5-(5-(6-methylpyridin-3-yl)-1H-indazol-1-yl)phenol FC1=C(C=C(C=C1F)N1N=CC2=CC(=CC=C12)C=1C=NC(=CC1)C)O